t-butyl (2R,3S,4S)-4-[(tert-butoxycarbonyl)oxy]-3-hydroxy-2-{[4-(1,3-oxazol-5-yl)phenyl]methyl}pyrrolidine-1-carboxylate C(C)(C)(C)OC(=O)O[C@@H]1[C@H]([C@H](N(C1)C(=O)OC(C)(C)C)CC1=CC=C(C=C1)C1=CN=CO1)O